(R)-N-(7-(4-amino-1-(piperidin-3-yl)-1H-pyrazolo[3,4-d]pyrimidin-3-yl)benzo[d][1,3]dioxolan-4-yl)-adamantane-1-carboxamide NC1=C2C(=NC=N1)N(N=C2C2=CC=C(C1=C2OCO1)NC(=O)C12CC3CC(CC(C1)C3)C2)[C@H]2CNCCC2